OC(CNCC(C)O)C bis-(2-hydroxypropyl)-amine